2,6-difluoro-N-(4-methoxybenzo[d]thiazol-2-yl)-4-(2-methylpiperazin-1-yl)benzamide FC1=C(C(=O)NC=2SC3=C(N2)C(=CC=C3)OC)C(=CC(=C1)N1C(CNCC1)C)F